O1CCN(CC1)C(CC1=NSC(=N1)NC(=O)C1=COC(=C1)C1=CC(=CC=C1)C(F)(F)F)C N-(3-(2-morpholinopropyl)-1,2,4-thiadiazol-5-yl)-5-(3-(trifluoromethyl)phenyl)furan-3-carboxamide